C(N)(=N)NC(C1=CC=C(C=C1)I)=O N-carbamimidoyl-4-iodobenzamide